COC1=C(C=CC=C1)C1=NC(=NC=C1)C=1CCNCC1 4-(2-methoxyphenyl)-2-(1,2,3,6-tetrahydropyridin-4-yl)pyrimidine